C(C)(C)(C)OC(N(C(CCC#C)CO[Si](C)(C)C(C)(C)C)CC=C)=O.ClC(C(=O)N[C@@H]([C@@H](C1=CC=C(C=C1)S(=O)(=O)C)O)CF)Cl 2,2-dichloro-N-[(1r,2s)-3-fluoro-1-hydroxy-1-(4-methylsulfonylphenyl)-2-propyl]acetamide tert-butyl-N-allyl-N-[1-[[tert-butyl(dimethyl)silyl]oxymethyl]pent-4-ynyl]carbamate